(E)-2-(2-bromo-5-nitro-4-pyridyl)-N,N-dimethyl-ethenamine BrC1=NC=C(C(=C1)/C=C/N(C)C)[N+](=O)[O-]